2-methoxy-2-methyl-1-triethoxysilylmethyl-1-aza-2-silacyclopentane CO[Si]1(N(CCC1)C[Si](OCC)(OCC)OCC)C